C(C)(C)(C)OC(=O)N1CCC2(CC1)CCC(CC2)CCCO 9-(3-hydroxypropyl)-3-azaspiro[5.5]undecane-3-carboxylic acid tert-butyl ester